C(CCC(=O)[O-])(=O)OC(C)(C)C 1-(1,1-Dimethylethyl) Butanedioate